(S)-1-cyclopentylpent-4-en-1-amine C1(CCCC1)[C@H](CCC=C)N